C1(=CC=CC=C1)N1CCN(CC1)CC1=CC=C(C2=C1C=CO2)O 4-[(4-phenylpiperazin-1-yl)methyl]-7-hydroxybenzofuran